trans-(trans)-1,2-bis[5-(trimethylstannyl) thiophen-2-yl] ethylene tert-butyl (S)-4-oxo-2-[1-(trimethylsilylmethyl)triazol-4-yl]piperidine-1-carboxylate O=C1C[C@H](N(CC1)C(=O)OC(C)(C)C)C=1N=NN(C1)C[Si](C)(C)C.C[Sn](C1=CC=C(S1)\C=C\C=1SC(=CC1)[Sn](C)(C)C)(C)C